FC=1C(=C(C=C(C1)F)C1(CC1)/C=C/C(=O)OCC)[N+](=O)[O-] (E)-ethyl 3-(1-(3,5-difluoro-2-nitrophenyl)cyclopropyl)acrylate